Tetracosahexaenoic acid CCCCCCCCCCC/C=C/C=C/C=C/C=C/C=C/C=C/C(=O)O